C1CCCC12CNCC[C@H]2CN2C(C=C(C=C2)C2=CC=CC=C2)=O (R)-1-((7-azaspiro[4.5]dec-10-yl)methyl)-4-phenylpyridin-2(1H)-one